N-(2-((1R,3S,4R)-3-fluoro-4-(methoxy-d3)cyclohexyl)pyrimidin-4-yl)-5-isopropyl-8-((2R,3S)-2-methyl-3-((methanesulfonyl)methyl)azetidin-1-yl)isoquinolin-3-amine F[C@H]1C[C@@H](CC[C@H]1OC([2H])([2H])[2H])C1=NC=CC(=N1)NC=1N=CC2=C(C=CC(=C2C1)C(C)C)N1[C@@H]([C@H](C1)CS(=O)(=O)C)C